tert-Butyl ((R)-1-(8-fluoro-2-(((2R,7aS)-2-fluorotetrahydro-1H-pyrrolizin-7a(5H)-yl)methoxy)-7-(tributylstannyl)pyrido[4,3-d]pyrimidin-4-yl)-3-methylpiperidin-3-yl)carbamate FC1=C(N=CC2=C1N=C(N=C2N2C[C@](CCC2)(C)NC(OC(C)(C)C)=O)OC[C@]21CCCN1C[C@@H](C2)F)[Sn](CCCC)(CCCC)CCCC